3-(2-amino-[1,2,4]triazolo[1,5-a]pyridin-7-yl)-6-chloro-2-fluoro-N-((1-((4-fluorophenyl)(hydroxy)methyl)cyclopropyl)methyl)benzamide NC1=NN2C(C=C(C=C2)C=2C(=C(C(=O)NCC3(CC3)C(O)C3=CC=C(C=C3)F)C(=CC2)Cl)F)=N1